[Na].OCC(CO)(CO)NCCS(=O)(=O)O 2-[(tri(hydroxymethyl)methyl)amino]-1-ethanesulfonic acid sodium